4-(2-(methylsulfonyl)-6-(thiophen-2-yl)pyrimidin-4-yl)morpholine tert-butyl-5-amino-2-(1,6-dimethyl-1H-pyrazolo[3,4-b]pyridin-5-yl)-5-oxopentanoate C(C)(C)(C)OC(C(CCC(=O)N)C=1C=C2C(=NC1C)N(N=C2)C)=O.CS(=O)(=O)C2=NC(=CC(=N2)N2CCOCC2)C=2SC=CC2